ClC1=C(COC=2C(=NC=C(C2)C2=CC=C(C=C2)F)N)C(=CC=C1)Cl 3-(2,6-dichloro-benzyloxy)-5-(4-fluoro-phenyl)-pyridin-2-ylamine